FC1=C(C=CC(=C1)I)C(=O)O (2-fluoro-4-iodophenyl)carboxylic acid